O(C(CN=C=O)C)C(CN=C=O)C 2,2'-oxybis(1-propyl) isocyanate